ClC=1C=CC2=C([C@@H](C[C@@H](O2)C(=O)NC23NC(C(CC2)(CC3)NC(COC3=CC(=C(C=C3)Cl)F)=O)=O)O)C1 |r| rac-(2R,4R)-6-chloro-N-{4-[2-(4-chloro-3-fluorophenoxy)acetamido]-3-oxo-2-azabicyclo[2.2.2]oct-1-yl}-4-hydroxy-3,4-dihydro-2H-1-benzopyran-2-carboxamide